benzyl ((1-(3-(4-chlorophenyl)-1H-pyrazolo[3,4-b]pyrazin-6-yl)-4-methylpiperidin-4-yl)methyl)carbamate ClC1=CC=C(C=C1)C1=NNC2=NC(=CN=C21)N2CCC(CC2)(C)CNC(OCC2=CC=CC=C2)=O